O1C(CCCC1)O[C@@H](C)C=1N(C=CN1)CC1=NOC(=C1)C1=CC=C(C=C1)C#CC1=CC=C(C(=O)O)C=C1 4-((4-(3-((2-((1S)-1-((tetrahydro-2H-pyran-2-yl)oxy)ethyl)-1H-imidazol-1-yl)methyl)isoxazol-5-yl)phenyl)ethynyl)benzoic acid